C(C1=CC=CC=C1)OC(C[C@@H](C(=O)O)NC([C@H](C)NC(=O)OCC1=CC=CC=C1)=O)=O (2S)-4-(benzyloxy)-2-{[(2S)-2-{[(benzyloxy)carbonyl]amino}propanoyl]amino}-4-oxobutanoic acid